C[C@@H]1O[C@@H](CN(C1)C=1OC2=C(C=C(C=C2C(C1)=O)C)[C@@H](C)NC1=C(C(=O)O)C=CC=C1)C 2-(((R)-1-(2-((2S,6R)-2,6-dimethylmorpholino)-6-methyl-4-oxo-4H-chromen-8-yl)ethyl)amino)benzoic acid